N1C(CCC2=CC=CC=C12)=O dihydroquinolin-2(1H)-one